8-Bromo-5-fluoro-isoquinoline BrC=1C=CC(=C2C=CN=CC12)F